NC=1C=2N(C=CN1)C(=NC2C2=CC=C(C=C2)[C@@](C)(C2=CC=CC=C2)O)[C@H]2CN1C(CC[C@@H]1CC2)=O (6R,8aS)-6-(8-Amino-1-{4-[(1R)-1-hydroxy-1-phenylethyl]phenyl}imidazo[1,5-a]pyrazin-3-yl)hexahydroindolizin-3(2H)-on